N-tert-butyl-1-[5-[5-(1H-pyrazol-4-yl)pyrimidin-2-yl][1,3]thiazolo[5,4-d][1,3]thiazol-2-yl]pyrrolidin-3-amine hydrochloride Cl.C(C)(C)(C)NC1CN(CC1)C=1SC=2N=C(SC2N1)C1=NC=C(C=N1)C=1C=NNC1